FC1(CCC(CC1)CNC(=O)C=1C=C(N2C=CC=C(C12)Cl)C(CO)C)F 8-Chloro-3-(2-hydroxy-1-methyl-ethyl)-indolizine-1-carboxylic acid (4,4-difluoro-cyclohexylmethyl)-amide